NC1=CC=C(C=C1)C(=CC1=CC=CC=C1)C 4-amino-α-methylstilbene